The molecule is a furanocoumarin that is 2H-furo[2,3-h]chromen-2-one substituted by a hydroxy group at position 5, 2-methoxypropan-2-yl group at position 8, a 2-methylbutanoyl group at position 6 and a phenyl group at position 4. Isolated from the bark of Ochrocarpos punctatus, it exhibits cytotoxicity against the A2780 ovarian cancer cell line. It has a role as a metabolite and an antineoplastic agent. It is a furanocoumarin and a member of phenols. CC[C@H](C)C(=O)C1=C2C(=C3C(=C1O)C(=CC(=O)O3)C4=CC=CC=C4)C=C(O2)C(C)(C)OC